C(\C=C\C1=CC(O)=C(O)C=C1)(=O)C(C(=O)O)(CCCCCC)C(\C=C\C1=CC(O)=C(O)C=C1)=O dicaffeoyl-octanoic acid